4-(2,2,2-trifluoroethoxy)-1,6-naphthyridin-3-carbonitrile FC(COC1=C(C=NC2=CC=NC=C12)C#N)(F)F